ClC1=NC=C(C=N1)NC1=NC=CC2=CC(=CC=C12)O[C@@H]1C[C@@H](CCC1)OC |r| rac-N-(2-chloropyrimidin-5-yl)-6-(((1S,3R)-3-methoxycyclohexyl)oxy)isoquinolin-1-amine